3-(7-(((Z)-3-fluoro-1-methylpiperidin-4-yl)amino)-3-(2,2,2-trifluoroethyl)benzo[b]thiophen-2-yl)prop-2-yn-1-yl methanesulfonate CS(=O)(=O)OCC#CC1=C(C2=C(S1)C(=CC=C2)NC2C(CN(CC2)C)F)CC(F)(F)F